1,4-dihydro-5H-pyrazolo[4,3-b]pyridin-5-one N1N=CC=2NC(C=CC21)=O